CCC1=C(C=CC=C1C(=O)N)C2=CC=CC=N2 pyridinyl-ethyl-benzamide